FC1(CCN(CC1)C1=CC=C(C=N1)S(=O)(=O)N1CCC(CC1)N(C)CCC(C)(C)C)F 1-((6-(4,4-Difluoropiperidin-1-yl)pyridin-3-yl)sulfonyl)-N-(3,3-dimethylbutyl)-N-methylpiperidin-4-amine